5-methyl-exo-5-vinyl-norbornene CC1(C2C=CC(C1)C2)C=C